(2S,5S)-4-(2-oxabicyclo[2.2.1]heptane-1-carbonyl)-2,3,4,5-tetrahydro-2,5-methanopyrido[3,4-f][1,4]oxazepine-9-carbonitrile C12(OCC(CC1)C2)C(=O)N2C[C@H]1OC3=C([C@@H]2C1)C=NC=C3C#N